C1(CC1)CNC(=O)C=1OC=C(N1)C1=NC(=NC=C1C)NC1=CC=NN1C N-(cyclopropylmethyl)-4-(5-methyl-2-((1-methyl-1H-pyrazol-5-yl)amino)pyrimidin-4-yl)oxazole-2-carboxamide